FC1([C@@H](CN(C[C@@H]1C)C(=O)OCC1=CC=CC=C1)CNS(=O)(=O)C)F benzyl (3s,5s)-4,4-difluoro-3-(methanesulfonylaminomethyl)-5-methyl-piperidine-1-carboxylate